4,4,5,5-tetramethyl-2-(5-oxaspiro[2.5]octan-1-yl)-1,3,2-dioxaborolane CC1(OB(OC1(C)C)C1CC12COCCC2)C